N-benzyl-4-(4-((1,2,3,4-tetrahydroisoquinolin-7-yl)oxy)-1H-pyrrolo[2,3-b]pyridin-3-yl)pyrimidin-2-amine C(C1=CC=CC=C1)NC1=NC=CC(=N1)C1=CNC2=NC=CC(=C21)OC2=CC=C1CCNCC1=C2